C(CCCC)OCOC=CCCCCCCCCCC(OCCC)OCCC dipropoxydodecenyl pentoxymethyl ether